NC1=C(C2=C(S1)C(C(CC2)(C2=CC=CC=C2)CCC(=O)N)=O)C(=O)NC2CC2 2-Amino-6-(3-amino-3-oxopropyl)-N-cyclopropyl-7-oxo-6-phenyl-4,5,6,7-tetrahydrobenzo[b]thiophene-3-carboxamide